FC=1C(=C2C(=C(NC2=C(C1)C(=O)N)C)C)CC1=NC(=CC=C1)C=C 5-fluoro-2,3-dimethyl-4-((6-vinylpyridin-2-yl)methyl)-1H-indole-7-carboxamide